6-((1-(3-methyl-2-oxobutanoyl)piperidin-4-yl)amino)pyrimidine-4-carboxamide CC(C(C(=O)N1CCC(CC1)NC1=CC(=NC=N1)C(=O)N)=O)C